NCCN1C(=C(C2=C1N=CN=C2N)C2=CC(=C(C=C2)OC2=NC(=CC=C2)C)F)Br 7-(2-Aminoethyl)-6-bromo-5-(3-fluoro-4-((6-methylpyridin-2-yl)oxy)phenyl)-7H-pyrrolo[2,3-d]pyrimidin-4-amine